N1C=C(C2=CC=CC=C12)CC[C@H]1N(CCC2=CC(=C(C=C12)OC)OC)CC1CCOCC1 (R)-1-(2-(1H-indol-3-yl)ethyl)-6,7-dimethoxy-2-((tetra-hydro-2H-pyran-4-yl)methyl)-1,2,3,4-tetrahydro-isoquinoline